(3S,4S)-hexane-3,4-diol CC[C@@H]([C@H](CC)O)O